(S)-ethyl-2-aminobutanoic acid C(C)C(C(=O)O)(CC)N